3-Phenyl-thiomorpholin C1(=CC=CC=C1)C1NCCSC1